ClC1=C(C=CC(=C1)N[C@H]1C(NC(CC1)=O)=O)N1CCC(CC1)(O)CC(=O)OC(C)(C)C tert-butyl (R)-2-(1-(2-chloro-4-((2,6-dioxopiperidin-3-yl)amino)phenyl)-4-hydroxypiperidin-4-yl)acetate